tin (II) p-toluenesulfonate tert-butyl-(1S,2R,5R)-2-allyl-3-(5-bromo-2,6-dichloro-8-fluoroquinazolin-4-yl)-3,8-diazabicyclo[3.2.1]octane-8-carboxylate C(C)(C)(C)OC(=O)N1[C@@H]2[C@H](N(C[C@H]1CC2)C2=NC(=NC1=C(C=C(C(=C21)Br)Cl)F)Cl)CC=C.CC2=CC=C(C=C2)S(=O)(=O)[O-].[Sn+2].CC2=CC=C(C=C2)S(=O)(=O)[O-]